COC1=C(C=C(C=C1)OC)SC1=CC=C(C=C1)C (2,5-dimethoxyphenyl)(p-tolyl)sulfane